(3-fluorophenyl)methanamine FC=1C=C(C=CC1)CN